ClC1=C(C=CC=C1)S(=O)(=O)NC1=C(C=C(C=C1)C=1C=C2C=NC(=NC2=CC1)N[C@@H]1CNCCC1)F (S)-2-chloro-N-(2-fluoro-4-(2-(piperidin-3-ylamino)quinazolin-6-yl)phenyl)benzene-sulfonamide